C(C)OC1=NC=CC=C1C1=NC(=C(C=C1)OC1CCN(CC1)C1=C(C=C(C=C1)F)C(F)(F)F)C(=O)N[C@H]1CNCC1 2'-ethoxy-5-({1-[4-fluoro-2-(trifluoromethyl)phenyl]piperidin-4-yl}oxy)-N-[(3R)-pyrrolidin-3-yl][2,3'-bipyridine]-6-carboxamide